4-(((5-chloropyridin-3-yl)methyl)amino)-N-((1,3-dimethyl-1H-pyrazol-4-yl)methyl)-6-(3,5-dimethylisoxazol-4-yl)quinazoline-2-carboxamide ClC=1C=C(C=NC1)CNC1=NC(=NC2=CC=C(C=C12)C=1C(=NOC1C)C)C(=O)NCC=1C(=NN(C1)C)C